ClC1=C(C=2N=C(N=C(C2C=N1)C1C[C@H]2CC[C@@H](C1)N2C(=O)OC(C)(C)C)SC)F tert-butyl (1R,3s,5S)-3-(7-chloro-8-fluoro-2-(methylthio)pyrido[4,3-d]pyrimidin-4-yl)-8-azabicyclo[3.2.1]octane-8-carboxylate